methyl 2-amino-5-formyl-4-methanesulfonamidobenzoate NC1=C(C(=O)OC)C=C(C(=C1)NS(=O)(=O)C)C=O